C(C)C1=C(C(=C(C(=O)C2=CC=CC=C2)C=C1)C(C1=CC=CC=C1)=O)CC diethylbenzoylbenzophenone